BROMOFLUOROMETHANE BrCF